Methyl 1,2-diazacyclohexane-3-carboxylate N1NC(CCC1)C(=O)OC